1-chloro-3-(2-methylallyloxy)-2-(trifluoromethyl)benzene ClC1=C(C(=CC=C1)OCC(=C)C)C(F)(F)F